hydroxymethionine sulfoxide ON[C@@H](CCS(=O)C)C(=O)O